CBZ-D-alanine C(=O)(OCC1=CC=CC=C1)N[C@H](C)C(=O)O